tert-butyl (1-(3-((2-chloropyridin-3-yl)oxy)-1-(4-methoxybenzyl)-1H-pyrazolo[3,4-b]pyrazin-6-yl)-4-methylpiperidin-4-yl)carbamate ClC1=NC=CC=C1OC1=NN(C2=NC(=CN=C21)N2CCC(CC2)(C)NC(OC(C)(C)C)=O)CC2=CC=C(C=C2)OC